2,4-diisocyanato-s-triazine N(=C=O)C1=NC=NC(=N1)N=C=O